ClC=1C=C(C=CC1C(F)(F)F)NC(=O)N1CC2=CN=C(C=C2CC1)F N-(3-Chloro-4-(trifluoromethyl)phenyl)-6-fluoro-3,4-dihydro-2,7-naphthyridine-2(1H)-carboxamide